BrC1=NN(C(=C1)C1=NC2=C(C(O1)=O)C=C(C=C2C)Cl)C2=NC=CC=C2Cl 2-[3-bromo-1-(3-chloro-2-pyridinyl)-1H-pyrazol-5-yl]-6-chloro-8-methyl-4H-3,1-benzoxazin-4-one